C(CCC)NCCCCCCS(=O)(=O)O 6-(butylamino)hexanesulfonic acid